Cl.C(C1=CC=CC=C1)N1CC(OCC1)CNC(=O)C1CNC1 N-[(4-benzylmorpholin-2-yl)methyl]azetidine-3-carboxamide hydrochloride